3a,6-epoxyisobenzofuran-1(4H)-one C1(OCC23CC=C(C=C12)O3)=O